(3-chlorophenyl)[(4E)-4-{[5-(3-chlorophenyl)-1,2,4-oxadiazol-3-yl]methylidene}-3,3-dimethylpiperidin-1-yl]methanone ClC=1C=C(C=CC1)C(=O)N1CC(/C(/CC1)=C/C1=NOC(=N1)C1=CC(=CC=C1)Cl)(C)C